3-(4-(2-((1r,4r)-4-((tert-butoxycarbonylamino)methyl)cyclohexanecarboxamido)ethoxy)phenyl)isonicotinic acid C(C)(C)(C)OC(=O)NCC1CCC(CC1)C(=O)NCCOC1=CC=C(C=C1)C1=C(C(=O)O)C=CN=C1